4-chloro-5-(4-chlorophenyl)-3-((1-(3-methylphenyl)-5-((S)-1-hydroxyethyl)-1H-1,2,4-triazol-3-yl)methyl)-1-((S)-3,3,3-trifluoro-2-hydroxypropyl)-1,3-dihydro-2H-imidazol-2-one ClC=1N(C(N(C1C1=CC=C(C=C1)Cl)C[C@@H](C(F)(F)F)O)=O)CC1=NN(C(=N1)[C@H](C)O)C1=CC(=CC=C1)C